ClC=1C=C2C=C(C(NC2=CC1)=O)[N+](=O)[O-] 6-chloro-3-nitroquinolin-2(1H)-one